C(C(O)CC(=O)O)(=O)N malic acid monoamide